N1=C(N=CC=C1)N1C=CC=C1 1-(pyrimidin-2-yl)-1H-pyrrole